COC1=C2CCC(CC2=CC=C1)N(CCCCN1C(=CC2=CC=CC=C12)C(=O)N)CCC (4-((5-methoxy-1,2,3,4-tetrahydronaphthalen-2-yl)(propyl)amino)butyl)-1H-indole-2-carboxamide